4'-(4-chloro-1H-indole-2-carbonyl)-13'-methyl-4',8',9',13'-tetraazaspiro[cyclopropane-1,12'-tricyclo[7.5.0.02,7]tetradecane] ClC1=C2C=C(NC2=CC=C1)C(=O)N1CC2C3CN(C4(CCN3NC2CC1)CC4)C